Cl.FC1=C(C=CC=C1)C=1N(C=C(C1)CNC)S(=O)(=O)C=1C=C(OCC(=O)NC)C=CC1 2-(3-((2-(2-fluorophenyl)-4-((methylamino)methyl)-1H-pyrrol-1-yl)sulfonyl)phenoxy)-N-methylacetamide hydrochloride